4-cyclopropyl-2-(difluoromethoxy)aniline C1(CC1)C1=CC(=C(N)C=C1)OC(F)F